C1(=CC=CC=C1)C(CC(=O)Cl)NC(C(F)(F)F)=O 3-phenyl-3-(2,2,2-trifluoroacetamido)propanoyl chloride